4,5-diamino-3,6-dibromophthalonitrile NC=1C(=C(C(C#N)=C(C1N)Br)C#N)Br